C(O)C(CC(=O)O)(CO)CO Trimethylolpropanoic acid